9-[2-(Diphenylphosphino)-4-(trifluoromethyl)phenyl]-9H-carbazole C1(=CC=CC=C1)P(C1=C(C=CC(=C1)C(F)(F)F)N1C2=CC=CC=C2C=2C=CC=CC12)C1=CC=CC=C1